(R)-N-((3-CHLORO-4-(((R)-4-(DIMETHYLAMINO)-1-((4-FLUOROPHENYL)THIO)BUTAN-2-YL)AMINO)-5-FLUOROPHENYL)SULFONYL)-2-METHYLTETRAHYDRO-2H-PYRAN-2-CARBOXAMIDE ClC=1C=C(C=C(C1N[C@@H](CSC1=CC=C(C=C1)F)CCN(C)C)F)S(=O)(=O)NC(=O)[C@@]1(OCCCC1)C